C(C)OC(=O)C=1NC2=CC(=CC(=C2C(C1)=O)Cl)Cl.C(C=C)(=O)N1CCN(CCC1)C(C=C)=O 1,4-bis(acryloyl)homopiperazine ethyl-5,7-dichloro-1,4-dihydro-4-oxoquinoline-2-carboxylate